N-(benzo[d][1,3]dioxol-5-yl)-7-(2-chloro-4-fluorobenzyl)-7H-pyrrolo[2,3-d]pyrimidin-4-amine O1COC2=C1C=CC(=C2)NC=2C1=C(N=CN2)N(C=C1)CC1=C(C=C(C=C1)F)Cl